octacosyl-tetradecane Methyl-2-hydroxy-3-(piperidin-4-yl)propanoate COC(C(CC1CCNCC1)O)=O.C(CCCCCCCCCCCCCCCCCCCCCCCCCCC)CCCCCCCCCCCCCC